ClC=1C(=C(C=CC1OC(F)F)NC=1C2=C(N=CN1)C=NC(=C2)N2CCN(C1(CC1)C2)C(C=C)=O)F 1-(7-(4-((3-Chloro-4-(difluoromethoxy)-2-fluorophenyl)amino)pyrido[3,4-d]pyrimidin-6-yl)-4,7-diazaspiro[2.5]octan-4-yl)prop-2-en-1-one